3-(2-(4-methoxybenzoyl)-1,2,3,4-tetrahydroisoquinolin-5-yl)-3-(4-cyanophenyl)propionic acid COC1=CC=C(C(=O)N2CC3=CC=CC(=C3CC2)C(CC(=O)O)C2=CC=C(C=C2)C#N)C=C1